C1(=CC=CC=C1)[Si](O[SiH](C)C)(O[SiH](C)C)O[SiH](C)C Phenyltris(dimethylsilyloxy)silane